N,N'-[hexafluoroisopropylidenebis[p-phenyleneoxycarbonyl(m-phenylene)]]bismaleimide tert-Butyl-4-(2,2-difluorobenzo[d][1,3]dioxolan-4-yl)piperazine-1-carboxylate C(C)(C)(C)OC(=O)N1CCN(CC1)C1=CC=CC=2OC(OC21)(F)F.FC(C(C(F)(F)F)(C2=CC=C(C=C2)OC(=O)C2=CC(=CC=C2)N2C(C=CC2=O)=O)C2=CC=C(C=C2)OC(=O)C2=CC(=CC=C2)N2C(C=CC2=O)=O)(F)F